Methyl 8-bromo-9-(4-((1-(3-fluoropropyl)azetidin-3-yl)methyl)phenyl)-2-methyl-6,7-dihydro-5H-benzo[7]annulene-3-carboxylate BrC=1CCCC2=C(C1C1=CC=C(C=C1)CC1CN(C1)CCCF)C=C(C(=C2)C(=O)OC)C